4-((1R,5S)-3,8-diazabicyclo[3.2.1]octan-3-yl)-6,8-difluoro-7-(2-methyl-3-(trifluoromethyl)phenyl)-2-(((S)-1-methylpyrrolidin-2-yl)methoxy)quinazoline [C@H]12CN(C[C@H](CC1)N2)C2=NC(=NC1=C(C(=C(C=C21)F)C2=C(C(=CC=C2)C(F)(F)F)C)F)OC[C@H]2N(CCC2)C